C(C)(C)(C)C1N(CC1C(NC=1N=CC2=CC=C(C=C2C1)C1(CC12CC2)C#N)=O)C(=O)OC2=CC1=C(C=CC=C1C=C2)N2C(=C1CCCCC1=C2C2=CC=CC=C2)C 8-(1-methyl-3-phenyl-4,5,6,7-tetrahydro-2H-isoindol-2-yl)naphthalen-2-ol tert-butyl-3-((6-(1-cyanospiro[2.2]pentan-1-yl)isoquinolin-3-yl)carbamoyl)azetidine-1-carboxylate